C(C)(=O)[C@@]1(CC=C(CC1)C)C(C(=O)O)(C1=CC=CC=C1)C1=CC=CC=C1 (S)-1-acetyl-4-methylcyclohex-3-en-1-yl-2,2-diphenylacetic acid